[Si](C)(C)(C(C)(C)C)OCCOC1(OC2=C(N1)C=CC=C2)S 2-((tert-butyldimethylsilyloxy)ethoxy)benzo[d]oxazol-2-thiol